C(CCC)OC([C@H](F)Br)=O (2R)-2-bromo-2-fluoro-acetic acid butyl ester